C[Sn](CCCC)(CCCC)C dimethyl-di-n-butyl-tin